ClC1=C(C(N(C2=NC(=C(C=C12)F)C1=C(C=CC=C1OC)F)C=1C(=NC=NC1C1CC1)C1CC1)=O)[N+](=O)[O-] 4-chloro-6-fluoro-7-(2-fluoro-6-methoxyphenyl)-1-(4,6-dicyclopropylpyrimidin-5-yl)-3-nitro-1,8-naphthyridin-2(1H)-one